2-[3,5-bis(difluoromethyl)-1H-pyrazol-1-yl]-1-[4-(4-{5-[2-(prop-2-yn-1-yloxy)phenyl]-4,5-dihydro-1,2-oxazol-3-yl}-1,3-thiazol-2-yl)piperidin-1-yl]ethanon FC(C1=NN(C(=C1)C(F)F)CC(=O)N1CCC(CC1)C=1SC=C(N1)C1=NOC(C1)C1=C(C=CC=C1)OCC#C)F